trans-tert-butyl (4-((4-(3-(2,6-dioxopiperidin-3-yl)-1-methyl-1H-indazol-6-yl)piperidin-1-yl)methyl)cyclohexyl)carbamate O=C1NC(CCC1C1=NN(C2=CC(=CC=C12)C1CCN(CC1)C[C@@H]1CC[C@H](CC1)NC(OC(C)(C)C)=O)C)=O